E-glutamate N[C@@H](CCC(=O)[O-])C(=O)[O-]